NCC=1C=C(CN2N=CC3=C(C2=O)N(C2=C3SC(=N2)C)C)C=CC1 6-(3-(aminomethyl)benzyl)-2,4-dimethyl-4,6-dihydro-5H-thiazolo[5',4':4,5]pyrrolo[2,3-d]pyridazin-5-one